COC(C1=CC=CO1)=O furfuroic acid methyl ester